[NH4+].COC(=O)N[C@H](C(=O)N[C@@H](CC1=CC=C(C=C1)NS([O-])(=O)=O)C=1N=C(SC1)CC)CC1=CC=CC=C1 4-((S)-2-((S)-2-(methoxycarbonylamino)-3-phenylpropanamido)-2-(2-ethylthiazol-4-yl)ethyl)phenylsulfamic acid ammonium salt